5-(6-(4-(1-(3-fluorobenzyl)-1H-benzo[d]imidazol-2-yl)piperidine-1-carbonyl)-1-methyl-1H-indazol-3-yl)-1,3-dimethylpyridin-2(1H)-one FC=1C=C(CN2C(=NC3=C2C=CC=C3)C3CCN(CC3)C(=O)C3=CC=C2C(=NN(C2=C3)C)C=3C=C(C(N(C3)C)=O)C)C=CC1